S(=O)(=O)(C1=CC=C(C)C=C1)OC[C@H]1CN(CCC1)C(=O)OC(C)(C)C |r| (±)-tert-butyl 3-((tosyloxy)methyl)piperidine-1-carboxylate